NC1=CN=CC(=N1)C=1N=C(C=2N(C1)C=CN2)NC=2C=CC(=C(OCCO)C2)N2CCN(CC2)C2COC2 2-(5-((6-(6-aminopyrazin-2-yl)imidazo[1,2-a]pyrazin-8-yl)amino)-2-(4-(oxetan-3-yl)piperazin-1-yl)phenoxy)ethanol